2-Chloro-N-[[3-(5,6,7,8-tetrahydroimidazo[1,2-a]pyridin-7-yloxymethyl)-1-bicyclo[1.1.1]pentanyl]methyl]-1H-pyrrolo[2,3-b]pyridin-4-amine ClC1=CC2=C(N=CC=C2NCC23CC(C2)(C3)COC3CC=2N(CC3)C=CN2)N1